ClC1=CC=C(C=C1)[C@@]1(N(C(C2=CC(=CC(=C12)F)C(=O)C=1C=NN(C1)C)=O)CC1=NC=C(C#N)C=C1)O[C@@H]1COCC1 6-(((R)-1-(4-chlorophenyl)-7-fluoro-5-(1-methyl-1H-pyrazole-4-carbonyl)-3-oxo-1-(((S)-tetrahydrofuran-3-yl)oxy)isoindolin-2-yl)methyl)nicotinonitrile